BrC=1C=C2C(C(N(C2=CC1)C)=O)=CC1=CC(=C(C(=C1)Br)OCCO)Br 5-bromo-3-(3,5-dibromo-4-(2-hydroxyethoxy)benzylidene)-1-methylindolin-2-one